1-vinylpyrazole-4-carboxylic acid C(=C)N1N=CC(=C1)C(=O)O